methyl (R)-3-((2-((4-cyano-4-methylisochromane-6-carboxamido)methyl)pyridin-4-yl)ethynyl)benzoate C(#N)[C@@]1(COCC2=CC=C(C=C12)C(=O)NCC1=NC=CC(=C1)C#CC=1C=C(C(=O)OC)C=CC1)C